FC(C=1C(=C(C=CC1)C(C)N)F)(F)F 1-(3-trifluoromethyl-2-fluorophenyl)ethylamine